COCCNC(=O)C1CCN(CC1)C(=O)OC(C)(C)C tert-Butyl 4-((2-methoxyethyl)carbamoyl)piperidine-1-carboxylate